OC(C)(P(O)(O)=O)P(O)(O)=O P,P'-(1-hydroxyethylidene)bis-phosphonic acid